COC=1C=C(C=NC1)C1(NC=C(C(=N1)NC=1C=CC2=C(NC(O2)=O)C1)C)N 2-(5-methoxypyridin-3-yl)-5-methyl-N4-(2-oxo-2,3-dihydro-1,3-benzooxazol-5-yl)-2,4-pyrimidinediamine